benzyl (7-((1-(4-amino-2,5-difluorophenyl)piperidin-4-yl)methyl)-7-azaspiro[3.5]nonan-2-yl)carbamate NC1=CC(=C(C=C1F)N1CCC(CC1)CN1CCC2(CC(C2)NC(OCC2=CC=CC=C2)=O)CC1)F